Methyl 5-({[1-(4-chloro-2-fluorophenyl) cyclopropyl] carbonyl} amino)-2-(1-cyclobutyl-1H-pyrazol-4-yl)benzoate ClC1=CC(=C(C=C1)C1(CC1)C(=O)NC=1C=CC(=C(C(=O)OC)C1)C=1C=NN(C1)C1CCC1)F